ethyl 3-(4-tert-butyl-1H-imidazol-1-yl)-2-fluoro-6-nitrobenzoate C(C)(C)(C)C=1N=CN(C1)C=1C(=C(C(=O)OCC)C(=CC1)[N+](=O)[O-])F